C(#N)CC(=O)C1=CNC2=CC=CC=C12 3-(2-cyanoacetyl)-1H-indole